ClC=1C(=NC=CN1)CN 1-(3-chloropyrazin-2-yl)methylamine